Hydroxyethylethylendiamin OCCNCCN